COC(C(=CC(=O)C1=CC2=C(S1)C=C(C(=C2)OC(C)C)OC)C)=O 4-(5-isopropoxy-6-methoxybenzo[b]thiophen-2-yl)-2-methyl-4-oxobut-2-enoic acid methyl ester